FC1=CC=C(C=N1)OC1CCN(CC1)C(=O)OC(C)(C)C tert-butyl 4-((6-fluoropyridin-3-yl)oxy)piperidine-1-carboxylate